1,1-bis-(4-hydroxyphenyl)-3,3,5-trimethyl-cyclohexane nickel-iron [Fe].[Ni].OC1=CC=C(C=C1)C1(CC(CC(C1)C)(C)C)C1=CC=C(C=C1)O